L-rhamnopyranosyl-(1-2)-α-L-rhamnopyranosyl-3-hydroxytetradecanoyl-3-hydroxytetradecanoate C1([C@H](O)[C@H](O)[C@@H](O)[C@@H](O1)C)O[C@H]1[C@@H](O[C@H]([C@@H]([C@H]1O)O)C)OC(C(C(CCCCCCCCCCC)O)C(CC(CCCCCCCCCCC)O)=O)=O